16-Bromo-10-(2,2-difluoroethyl)-5,26-dimethyl-7-oxa-4,5,10,13,20,22,26-heptaazapentacyclo[22.3.1.0^{2,6}.0^{13,21}.0^{14,19}]octacosa-1(28),2(6),3,14,16,18,20,24-octaene-23,27-dione BrC=1C=C2N3CCN(CCOC=4N(N=CC4C=4C(N(C=C(C(NC3=NC2=CC1)=O)C4)C)=O)C)CC(F)F